FC(COC(C=C)=O)(C(C(F)(F)F)F)F acrylic acid 2,2,3,4,4,4-hexafluorobutyl ester